ClC1=CC=C(C(=N1)C1=C(C=NC=C1)F)NC(C)C=1C=2C3=C(N(C(C2C=C(C1)C)=O)C)N(N=C3)C3CCN(CC3)C 9-[1-[[6-chloro-2-(3-fluoro-4-pyridyl)-3-pyridyl]amino]ethyl]-4,7-dimethyl-3-(1-methyl-4-piperidyl)pyrazolo[3,4-c]isoquinolin-5-one